C(C)[SiH](C=C)CC Diethyl-vinylsilane